N=1C=CN2C1C=CC(=C2)C=2C=NN1C2C(N(C[C@@H]1C)C1=CC=C(C=C1)C(F)(F)F)=O (7S)-3-(Imidazo[1,2-a]pyridin-6-yl)-7-methyl-5-[4-(trifluoromethyl)phenyl]-6,7-dihydropyrazolo-[1,5-a]pyrazin-4(5H)-on